(3R)-3-amino-7-[5-(4-aminotetrahydropyran-4-yl)-1,3,4-oxadiazol-2-yl]-1,1-dioxo-5-[[4-(trifluoromethoxy)phenyl]methyl]-2,3-dihydro-1lambda6,5-benzothiazepin-4-one N[C@H]1CS(C2=C(N(C1=O)CC1=CC=C(C=C1)OC(F)(F)F)C=C(C=C2)C=2OC(=NN2)C2(CCOCC2)N)(=O)=O